isopropyl-indole C(C)(C)C=1NC2=CC=CC=C2C1